1-(prop-2-yn-1-yl)azetidine-3-carbonitrile C(C#C)N1CC(C1)C#N